Cl.ClC1=C(C=CC=C1[C@]1(NC(N(C(C1)=O)[C@H]1C[C@H](OCC1)C)=N)C)NC(=O)C=1C=NC(=CC1)C(F)(F)F |o1:15,17| N-(2-Chloro-3-{(4S)-2-imino-4-methyl-1-[(2R*,4R*)-2-methyl-tetrahydropyran-4-yl]-6-oxo-hexahydropyrimidin-4-yl}phenyl)-6-(trifluoromethyl)pyridine-3-carboxamide hydrochloride